ClC1=C(C=CC(=C1)Cl)N1N=C(C=C1C(C)C)C(=O)OCC ethyl 1-(2,4-dichlorophenyl)-5-isopropylpyrazole-3-carboxylate